C[C@H]1N(CCC=2N=CN=CC21)C(=O)OC(C)(C)C |r| racemic-tert-butyl 5-methyl-7,8-dihydropyrido[4,3-d]pyrimidine-6(5H)-carboxylate